N-(2-(diethylamino)-2-oxoethyl)pyridineamide C(C)N(C(CNC(=O)C1=NC=CC=C1)=O)CC